1-(4-(6-bromo-8-fluoroquinolin-2-yl)bicyclo[2.2.2]octan-1-yl)ethan-1-one BrC=1C=C2C=CC(=NC2=C(C1)F)C12CCC(CC1)(CC2)C(C)=O